tantalum vanadium-copper [Cu].[V].[Ta]